4-((1-(4-(2-(2-aminopyridin-3-yl)-5-(2-(tetrahydro-2H-pyran-2-yl)-2H-1,2,3-triazol-4-yl)-3H-imidazo[4,5-b]pyridin-3-yl)benzyl)piperidin-4-yl)amino)pyrimidine-2-carbonitrile NC1=NC=CC=C1C1=NC=2C(=NC(=CC2)C2=NN(N=C2)C2OCCCC2)N1C1=CC=C(CN2CCC(CC2)NC2=NC(=NC=C2)C#N)C=C1